N-[(2,4-dimethoxyphenyl)methyl]-5-methyl-1H-pyrazolo[3,4-c]pyridine-3-carboxamide COC1=C(C=CC(=C1)OC)CNC(=O)C1=NNC2=CN=C(C=C21)C